OC1=C(C(N(C=C1)C)=O)NC(N[C@@H](CC(=O)OCC)C1=CC=C(C=C1)OC1=C(C=CC=C1)OC)=O ethyl (S)-3-(3-(4-hydroxy-1-methyl-2-oxo-1,2-dihydropyridin-3-yl)ureido)-3-(4-(2-methoxy phenoxy)phenyl)propanoate